rac-(3aR,5R,7S,7aR)-1-isopropyl-5-(2-methoxyphenyl)-3,3,7-trimethyloctahydrobenzo[c]isoxazole C(C)(C)N1OC([C@H]2[C@H]1[C@H](C[C@H](C2)C2=C(C=CC=C2)OC)C)(C)C |r|